FC(C1=CC(=CS1)N1CC2(COC2)C1)F 5-(difluoromethyl)-3-(2-oxa-6-azaspiro[3.3]heptan-6-yl)thiophene